2-chloro-4-fluoro-2'-methyl-spiro[4,5-dihydrothieno[2,3-c]pyran-7,4'-piperidine]-1'-carboxylic acid tert-butyl ester C(C)(C)(C)OC(=O)N1C(CC2(CC1)OCC(C1=C2SC(=C1)Cl)F)C